N1(C=NC=C1)CCOC1=C(C(=O)O[C@@H]([C@@H]([C@H](CNC)O)O)[C@H](O)CO)C=CC=C1OC meglumine 4-(2-(1H-imidazol-1-yl)ethoxy)-3-methoxybenzoate